tert-butyl 2-{2-[(cyanomethyl)amino]cyclopentyl}acetate C(#N)CNC1C(CCC1)CC(=O)OC(C)(C)C